3-Hydroxy-2-methyl-1-(5-(4-(pyridin-2-yl)-1H-1,2,3-triazol-1-yl)pentyl)pyridin OC=1C(N(C=CC1)CCCCCN1N=NC(=C1)C1=NC=CC=C1)C